methylacryldimethoxysilane CC=CC(=O)[SiH](OC)OC